C(C)(C)(C)OC(=O)N1CC2=CC(=CC=C2CC1)OCC1=C(C=C(C=C1)C#N)F 7-((4-cyano-2-fluorobenzyl)oxy)-3,4-dihydroisoquinoline-2(1H)-carboxylic acid tert-butyl ester